(R,R and S,S)-6-(3-fluoropiperidin-4-yl)-5-methyl-1-(1-methyl-1H-pyrazol-4-yl)-1H-indazole F[C@H]1CNCC[C@@H]1C1=C(C=C2C=NN(C2=C1)C=1C=NN(C1)C)C |&1:6|